FC=1C=C(C=C(C1)C)C=1C=CC(=NC1)N 5-(3-fluoro-5-methylphenyl)pyridin-2-amine